tert-butyl ((2S,3R)-3-hydroxy-1-phenyl-4-((2,2,2-trifluoroethyl)amino)butan-2-yl)carbamate O[C@@H]([C@H](CC1=CC=CC=C1)NC(OC(C)(C)C)=O)CNCC(F)(F)F